COC(=O)C1=[N+](C=CC=C1C)[O-] 2-(Methoxycarbonyl)-3-methylpyridine 1-oxide